FC1=C(C=CC(=C1)F)C(=O)N1[C@@H](C=2N(CC1)C(=NN2)C2=NC(=NS2)C)C (R)-(2,4-difluorophenyl)(8-methyl-3-(3-methyl-1,2,4-thiadiazol-5-yl)-5,6-dihydro-[1,2,4]triazolo[4,3-a]pyrazin-7(8H)-yl)methanone